Ethyl (Z)-2-fluoro-3-(6-methylpyrazin-2-yl)acrylate F\C(\C(=O)OCC)=C/C1=NC(=CN=C1)C